(R)-N-(1-(3-(difluoromethyl)-2-fluorophenyl)ethyl)-6-(4-hydroxy-4-methylpiperidin-1-yl)-2,2-dimethyl-2,3-dihydroimidazo[1,2-b]pyridazine-8-carboxamide FC(C=1C(=C(C=CC1)[C@@H](C)NC(=O)C=1C=2N(N=C(C1)N1CCC(CC1)(C)O)CC(N2)(C)C)F)F